Cl.C1(CCCCN1)=O valerolactam hydrochloride